tert-butyl-3-cyclopropyl-5-(2-fluoro-4-iodo-anilino)-6,8-dimethyl-1-[4-(methylsulfamoylamino)phenyl]pyrido[4,3-d]pyrimidine-2,4,7-trione C(C)(C)(C)C12C(N(C(N(C1=O)C1CC1)=O)C1=CC=C(C=C1)NS(NC)(=O)=O)=C(C(N(C2NC2=C(C=C(C=C2)I)F)C)=O)C